O.O.Cl monohydrochloride, dihydrate